(R)-N-((5-chloro-6-((3-methylisoxazol-5-yl)methoxy)-1H-indol-2-yl)methyl)-1,4-dioxane-2-carboxamide ClC=1C=C2C=C(NC2=CC1OCC1=CC(=NO1)C)CNC(=O)[C@@H]1OCCOC1